bis(dimethylamino-2-methyl-2-propoxy)tin (II) CN(C)CC(C)(O[Sn]OC(CN(C)C)(C)C)C